NC1=C(C=C(C=N1)C1=CC=C(C=C1)C(=O)N1C[C@H](N[C@H](C1)C)C)OC(C)C1=C(C(=CC=C1)F)C(F)(F)F (4-{6-amino-5-[1-(3-fluoro-2-trifluoromethyl-phenyl)-ethoxy]-pyridin-3-yl}-phenyl)-((3r,5s)-3,5-dimethyl-piperazin-1-yl)-methanone